ClC=1C=C(C=CC1F)NC1=C2C(=NC=C1)NC(=C2)C(=O)O 4-((3-chloro-4-fluorophenyl)amino)-1H-pyrrolo[2,3-b]pyridine-2-carboxylic acid